N1=CN=CC2=CC(=CC=C12)CC(=O)O.IC=1C=C(C=CC1)C(C)=O 1-(3-iodophenyl)ethan-1-one quinazolin-6-yl-acetate